(R)-1-(1-(4-(azepan-1-yl)phenyl)-2-hydroxyethyl)-3-(2-ethynyl-thiazol-4-yl)urea N1(CCCCCC1)C1=CC=C(C=C1)[C@H](CO)NC(=O)NC=1N=C(SC1)C#C